ClC=1N=C2C(=NC1)NC=C2C2=NC(=C(C(=N2)N[C@@H]2[C@H](C1CCC2CC1)C(=O)O)F)C1=CN=NS1 (2S,3S)-3-((2-(2-chloro-5H-pyrrolo[2,3-b]pyrazin-7-yl)-5-fluoro-6-(1,2,3-thiadiazol-5-yl)pyrimidin-4-yl)amino)bicyclo[2.2.2]octane-2-carboxylic acid